4-((E)-1-bromopropenyl)-1-methyl-5-vinyl-1H-pyrazole Br\C(=C\C)\C=1C=NN(C1C=C)C